1-cyclopropyl-N'-[4-(cyclopropylmethyl)-3-oxo-6,7,8,9-tetrahydro-5H-cyclohepta[b]pyrazin-2-yl]cyclopropanecarbohydrazide C1(CC1)C1(CC1)C(=O)NNC=1C(N(C2=C(N1)CCCCC2)CC2CC2)=O